FC=1C=C2C(C(NC2=CC1)=O)(C)C 5-fluoro-3,3-dimethylindolin-2-one